Cl.FC(C=1C=CC(=NC1)N)(F)F 5-(trifluoromethyl)pyridin-2-amine hydrochloride